4-[(3-hydroxyphenyl)]-1,2-diphenyl-6-(pyridin-2-ylamino)-1,2-dihydro-3H-indazol-3-one OC=1C=C(C=CC1)C1=C2C(N(N(C2=CC(=C1)NC1=NC=CC=C1)C1=CC=CC=C1)C1=CC=CC=C1)=O